(3-(1H-pyrazol-3-yl)piperidin-1-yl)-8-fluoro-7-(8-fluoronaphthalen-1-yl)-2-((tetrahydro-1H-pyrrolizin-7a(5H)-yl)methoxy)pyrido[4,3-d]pyrimidine N1N=C(C=C1)C1CN(CCC1)C=1C2=C(N=C(N1)OCC13CCCN3CCC1)C(=C(N=C2)C2=CC=CC1=CC=CC(=C21)F)F